CC/C=C\\C/C=C\\C[C@@H](/C=C\\C=C\\C=C\\[C@H](C/C=C\\CCC(=O)O)O)O The molecule is a dihydroxydocosahexaenoic acid that is (4Z,8E,10E,12Z,16Z,19Z)-docosahexaenoic acid in which the two hydroxy substituents are located at the 7S- and 14S-positions. It has a role as a human xenobiotic metabolite and a specialised pro-resolving mediator. It is a dihydroxydocosahexaenoic acid and a secondary allylic alcohol. It derives from an all-cis-docosa-4,7,10,13,16,19-hexaenoic acid. It is a conjugate acid of a (7S,14S)-dihydroxy-(4Z,8E,10E,12Z,16Z,19Z)-docosahexaenoate.